C(C)(C)(C)OC(=O)N1CCC(CC1)C1=CC=2C(=NC=C(N2)C(=O)OC)N1C methyl 6-(1-(tert-butoxycarbonyl)piperidin-4-yl)-5-methyl-5H-pyrrolo[2,3-b]pyrazine-2-carboxylate